C1(CC1)N1N=C2N(C(N([C@@H](C2=C1)C)C1CCN(CC1)C=1C(=NC=CC1C(F)F)OC)=O)CC1=C(C=CC=C1)C1CC1 (R)-2-Cyclopropyl-7-(2-cyclopropyl-benzyl)-5-(4'-difluoromethyl-2'-methoxy-3,4,5,6-tetrahydro-2H-[1,3']bipyridinyl-4-yl)-4-methyl-2,4,5,7-tetrahydro-pyrazolo[3,4-d]pyrimidin-6-on